OC1C2=C(C(O1)=O)C1=CC=CC=C1C=C2 3-hydroxynaphtho[1,2-c]furan-1(3H)-one